C(C)OC(CC1=C(C=C(C=C1)S(=O)(=O)N(C1=C(N=CS1)C(=O)OC(C)(C)C)CC1=CC=C(C=C1)OC)F)=O Tert-butyl 5-[[4-(2-ethoxy-2-oxo-ethyl)-3-fluoro-phenyl]sulfonyl-[(4-methoxyphenyl)methyl]amino]thiazole-4-carboxylate